BrC=1C=C2C(=NN(C(C2=CC1)=O)CC(=O)NC1=NC=C(C=N1)F)OC(C)C 2-(6-bromo-1-oxo-4-prop-2-yloxy-phthalazin-2-yl)-N-(5-fluoropyrimidin-2-yl)acetamide